F[C@H]1C[C@H](N2N=C(N=C21)C=C)C2=CC=CC=C2 (5S,7S)-7-fluoro-5-phenyl-2-vinyl-6,7-dihydro-5H-pyrrolo[1,2-b][1,2,4]triazole